ethyl 2-[(1R)-2-[tert-butyl(dimethyl)silyl]oxy-1-methyl-ethyl]-5-ethyl-pyrazole-3-carboxylate [Si](C)(C)(C(C)(C)C)OC[C@@H](C)N1N=C(C=C1C(=O)OCC)CC